NC1=NC2=NC=C(N=C2C(=N1)N)CN(C1=CC=C(C(=O)N[C@@H](CCC(=O)O)C(NCCOCCOCC#C)=O)C=C1)C (S)-4-(4-(((2,4-diaminopteridin-6-yl)methyl)(methyl)amino)benzamido)-5-oxo-5-((2-(2-(prop-2-yn-1-yloxy)ethoxy)ethyl)amino)pentanoic acid